1-{2-[1-(cyclopropylmethyl)-1H-pyrrolo[2,3-b]pyridin-2-yl]-7-methoxy-1-methyl-1H-1,3-benzodiazole-5-carbonyl}-4-fluoropiperidine-3-amine C1(CC1)CN1C(=CC=2C1=NC=CC2)C2=NC1=C(N2C)C(=CC(=C1)C(=O)N1CC(C(CC1)F)N)OC